FC=1C=C(CC2=NC=CC(=C2)N2N=C(C(=C2CO)C(=O)O)C)C=C(C1)C(F)(F)F 1-(2-(3-fluoro-5-(trifluoromethyl)benzyl)pyridin-4-yl)-5-(hydroxymethyl)-3-methyl-1H-pyrazole-4-carboxylic acid